ClC1=CC=2CN(CN3C2C(=C1C(=O)N[C@H](C(=O)O)CC1=CC(=CC=C1)S(=O)(=O)C)CC3)C(=O)C3=CC1=C(C=CO1)C=C3 (S)-2-(8-chloro-2-(benzofuran-6-carbonyl)-2,3,5,6-tetrahydro-1H-pyrrolo[3,2,1-ij]quinazolin-7-carboxamido)-3-(3-(methylsulfonyl)phenyl)propanoic acid